FC=1C=NC(=NC1)NC1=C(C=CC(=C1)N1CCN(CC1)C)OC 5-fluoro-2-((2-methoxy-5-(4-methylpiperazin-1-yl)phenyl)amino)pyrimidine